diethyl-2-(thiophene-2-carboxamido)-5-(5-nitrothiophen-2-yl)methyleneaminothiophene-3,4-dicarboxylic acid C(C)OC(=O)C=1C(=C(SC1N=CC=1SC(=CC1)[N+](=O)[O-])NC(=O)C=1SC=CC1)C(=O)OCC